C(CCCCCCCCCCC)(=O)[O-].[Na+] Sodium Dodecaneate